2-(CYCLOHEXYLAMINO)-BENZALDEHYDE C1(CCCCC1)NC1=C(C=O)C=CC=C1